methyl 4-{[(1Z)-{[(tert-butoxy)carbonyl]amino}({[(tert-butoxy) carbonyl]imino})methyl]amino}-3-methoxybenzoate C(C)(C)(C)OC(=O)N\C(=N/C(=O)OC(C)(C)C)\NC1=C(C=C(C(=O)OC)C=C1)OC